C(C)(C)(C)[Si]1(C(=C1[Si](C)(C)C)C1=CC=CC=C1)CC[Si](O[Si](C)(C)CC[Si]1(C(=C1[Si](C)(C)C)C1=CC=CC=C1)C(C)(C)C)(C)C 1,3-bis(2-(1-(tert-butyl)-2-phenyl-3-(trimethylsilyl)-siliren-1-yl)ethyl)-1,1,3,3-tetramethyldisiloxan